C(C)(C)(C)OC(=O)N[C@H](C(=O)OC)C[C@H](C(=O)OC)[C@H](CO)C=C dimethyl (2S,4S)-2-((tert-butoxycarbonyl)amino)-4-((R)-1-hydroxybut-3-en-2-yl)pentanedioate